(2'S,3S,6'S)-1-[(4-methoxyphenyl)methyl]-2',6-dimethyl-6'-(1-methyltriazol-4-yl)spiro[indoline-3,4'-piperidin]-2-one COC1=CC=C(C=C1)CN1C([C@]2(C[C@@H](N[C@@H](C2)C=2N=NN(C2)C)C)C2=CC=C(C=C12)C)=O